C(C1=CC=CC=C1)NC(CO)CO[Si](C1=CC=CC=C1)(C1=CC=CC=C1)C(C)(C)C 2-(benzylamino)-3-[tert-butyl-(diphenyl)silyl]oxy-propan-1-ol